tert-butyl (7S)-7-methoxy-5-oxa-2-azaspiro[3.4]octane-2-carboxylate CO[C@@H]1COC2(CN(C2)C(=O)OC(C)(C)C)C1